2,5-di-tert-butyl-1,4-hydroquinone CC(C)(C)C1=CC(=C(C=C1O)C(C)(C)C)O